C(C)N1C(=NC2=C(C=C(C=C2C1=O)C)C(C)NC1=C(C(=O)O)C=CC=C1)N1CCOCC1 2-((1-(3-ethyl-6-methyl-2-morpholino-4-oxo-3,4-dihydroquinazolin-8-yl)ethyl)amino)benzoic acid